N-octadecenyl-2-methyl-3-hydroxypyridin-4-one C(=CCCCCCCCCCCCCCCCC)N1C(=C(C(C=C1)=O)O)C